CNC(=O)C1=CC=C(C(=N1)C)N1CCN(CC1)CC=1C=CC=2C3=C(C(NC2C1F)=O)CNC3 7-((4-(6-methylcarbamoyl-2-methylpyridin-3-yl)piperazin-1-yl)methyl)-6-fluoro-1,2,3,5-tetrahydro-4H-pyrrolo[3,4-c]quinolin-4-one